5-(oxane-4-yl)-1H-indole-2-carboxylic acid ethyl ester C(C)OC(=O)C=1NC2=CC=C(C=C2C1)C1CCOCC1